C(OC1=CC=CN2N([C@H]3N(C=C21)CCOC3)[C@H](C3=C(C=CC=C3)SC)C3=CC(=C(C=C3)F)F)(OC)=O (12aR)-12-[(S)-(3,4-difluorophenyl)(2-methylsulfanylphenyl)methyl]-3,4,12,12a-tetrahydro-1H-[1,4]oxazino[3,4-c]pyrido[2,1-f][1,2,4]triazin-7-yl methyl carbonate